3-(4-(3,5-dichlorophenylsulfonylamino)benzenesulfonylamino)benzoic acid ethyl ester C(C)OC(C1=CC(=CC=C1)NS(=O)(=O)C1=CC=C(C=C1)NS(=O)(=O)C1=CC(=CC(=C1)Cl)Cl)=O